C1(CCC1)C=1C(=NN(C1NC(=O)NC1CC(C1)C(F)F)C)C1CC(C1)(F)F 1-(4-cyclobutyl-3-(3,3-difluoro-cyclobutyl)-1-methyl-1H-pyrazol-5-yl)-3-((1s,3s)-3-(difluoro-methyl)cyclobutyl)urea